CC1(N(CCC1)CC(=O)NC=1C=C(C(=NC1)C)NC(=O)C=1C=C2C(=NC1)NC(=C2)C=2C(=NN(C2)C)OC)C N-(5-(2-(2,2-dimethylpyrrolidin-1-yl)acetamido)-2-methylpyridin-3-yl)-2-(3-methoxy-1-methyl-1H-pyrazol-4-yl)-1H-pyrrolo[2,3-b]pyridine-5-carboxamide